(1R)-2,2-dichloro-1-methyl-cyclopropanecarboxylic acid ClC1([C@](C1)(C(=O)O)C)Cl